4-(4-(4-bromophenyl)piperidin-1-yl)-2-cyclopropylbenzonitrile BrC1=CC=C(C=C1)C1CCN(CC1)C1=CC(=C(C#N)C=C1)C1CC1